N-(3,5-dichloro-4-(2-fluoro-4-hydroxy-3-isopropylbenzyl)phenyl)-N-methylglycine ClC=1C=C(C=C(C1CC1=C(C(=C(C=C1)O)C(C)C)F)Cl)N(CC(=O)O)C